FC1=C(N)C=C(C=C1F)B1OC(C(O1)(C)C)(C)C 2,3-difluoro-5-(4,4,5,5-tetramethyl-1,3,2-dioxaborolan-2-yl)aniline